C(C)(C)(CC)CNC(O)=O.C(N)(OCCCCC)=O n-butylmethyl carbamate (t-amyl)methyl-carbamate